1-(2-Methyl-1,2,3,4-tetrahydroisoquinolin-6-yl)dihydropyrimidine-2,4(1H,3H)-dione CN1CC2=CC=C(C=C2CC1)N1C(NC(CC1)=O)=O